trifluoropropyl-methyl-cyclotri-siloxane FC(CC[Si]1(O[SiH2]O[SiH2]O1)C)(F)F